C1(CC1)N1N=CC(=C1)N1S(CCC=C1)(=O)=O 2-(1-cyclopropylpyrazol-4-yl)-5,6-dihydrothiazine 1,1-dioxide